n-hexane-1,2,6-triol C(C(CCCCO)O)O